C1(=CC=C(C=C1)NC([O-])=O)C N-(p-tolyl)carbamate